2-benzyl-4-hydroxypyrrolo[1,2-d][1,2,4]triazin-1(2H)-one C(C1=CC=CC=C1)N1N=C(N2C(C1=O)=CC=C2)O